CC=1C=CC=2N(C3=CC=C(C=C3C2C1)C)C1=CC=C(C=C1)C1=C(C(=C(C(=C1C1=CC=C(C=C1)N1C2=CC=CC=C2C=2C=C(C=CC12)C)C1=CC=C(C=C1)N1C2=CC=CC=C2C=2C=C(C=CC12)C)C=1C(=NC(=CC1)C1=CC=CC=C1)C1=CC=CC=C1)C#N)C1=CC=C(C=C1)N1C2=CC=CC=C2C=2C=C(C=CC12)C 4-(3,6-dimethyl-9H-carbazol-9-yl)-4'-(2,6-diphenylpyridin-3-yl)-4''-(3-methyl-9H-carbazol-9-yl)-5',6'-bis(4-(3-methyl-9H-carbazol-9-yl)phenyl)-[1,1':2',1''-terphenyl]-3'-carbonitrile